N-(3-isotridecyl-oxypropyl)-1,3-propanediamine C(CCCCCCCCCC(C)C)OCCCNCCCN